CC(C1=CC=CC=C1)C1=C(C=C(O)C=C1)O 4-(α-methylbenzyl)resorcinol